3-(2-Chloro-4-methylphenyl)-4-[4-[(3S)-1-(3-fluoropropyl)pyrrolidin-3-yl]oxyphenyl]-2H-thiochromen-7-ol ClC1=C(C=CC(=C1)C)C=1CSC2=CC(=CC=C2C1C1=CC=C(C=C1)O[C@@H]1CN(CC1)CCCF)O